ClC=1C=C(C=CC1)C(C(OC(=O)N[C@H](C(=O)N[C@H](C(=O)OC)C[C@H]1C(NCC1)=O)CCCC)C1=CC=CC=C1)(C)C Methyl (2S)-2-((2S)-2-(((2-(3-chlorophenyl)-2-methyl-1-phenylpropoxy)carbonyl)amino) hexanamido)-3-((S)-2-oxopyrrolidin-3-yl)propanoate